BrC=1C=C2C=3C=4C(=CC=CC4NC3C1)C=C2 2-bromo-4H-benzo[def]Carbazole